2-methoxy-N-(methylsulfonyl)benzamide COC1=C(C(=O)NS(=O)(=O)C)C=CC=C1